FC=1C=CC(=C(C1)[C@H](C1=CC(=C(C=C1)C)F)NC(=O)C1=NC(=CC(=C1)C#CC(C(=O)OC)(C)C)C)O methyl (S)-4-(2-(((5-fluoro-2-hydroxyphenyl) (3-fluoro-4-methylphenyl) methyl) carbamoyl)-6-methylpyridin-4-yl)-2,2-dimethylbut-3-ynoate